C(C)N1N=C(C=C1)C12CC(C1)C2 Ethyl-3-(bicyclo[1.1.1]pentan-1-yl)-1H-pyrazole